C1=CC=NC2=CC=C3C(=C12)C=CC=C3 4-benzoisoquinoline